FC1=CC(=C(C=C1)NC1=C(C(=O)NC=2C=NC(=CC2)OC)C(=CC=C1)C(F)(F)F)C 2-((4-fluoro-2-methylphenyl)amino)-N-(6-methoxypyridin-3-yl)-6-(trifluoromethyl)benzamide